(2s,4r)-4-hydroxy-1-(2-(3-hydroxyisoxazol-5-yl)-3-methylbutanoyl)-N-(4-(4-methylthiazol-5-yl)benzyl)pyrrolidine-2-carboxamide O[C@@H]1C[C@H](N(C1)C(C(C(C)C)C1=CC(=NO1)O)=O)C(=O)NCC1=CC=C(C=C1)C1=C(N=CS1)C